N-(2-bromo-4-(perfluoropropan-2-yl)-6-(trifluoromethyl)phenyl)-2-fluoro-3-(7-fluoro-4-oxo-1,4-dihydro-3H-benzo[d][1,2]oxazin-3-yl)benzamide BrC1=C(C(=CC(=C1)C(C(F)(F)F)(C(F)(F)F)F)C(F)(F)F)NC(C1=C(C(=CC=C1)N1OCC2=C(C1=O)C=CC(=C2)F)F)=O